Cl.Cl.ClC=1C=C2C3=C(N(C2=C(C1)C1=CC=C(C=C1)OCCN1CCOCC1)CC)C(=NC=C3)C 6-chloro-9-ethyl-1-methyl-8-[4-(2-morpholin-4-yl-ethoxy)-phenyl]-9H-pyrido[3,4-b]indole dihydrochloride